FC(CN1CCC(CC1)N1C=C(C2=CC=CC=C12)CC(=O)OC)(F)F methyl 2-{1-[1-(2,2,2-trifluoroethyl)piperidin-4-yl]indol-3-yl}acetate